COC1CC2(CN(C2)C2=CC=CC(=N2)C2=NC3=CC(=NC=C3C=C2)CNC(C2=CN=CC(=C2)S(=O)(=O)C)=O)C1 N-((2-(6-(6-methoxy-2-azaspiro[3.3]heptan-2-yl)pyridin-2-yl)-1,6-naphthyridin-7-yl)methyl)-5-(methylsulfonyl)nicotinamide